FC1=CC=C(C=C1)C=C[N+](=O)[O-] 1-fluoro-4-(2-nitrovinyl)benzene